COC(C(=C=O)C1=C(C=CC=C1)CBr)=O 2-(2'-bromomethylphenyl)-2-carbonyl-acetic acid methyl ester